C(C1=CC=CC=C1)OC1=NC(=CC=C1C1=NN(C2=CC(=CC=C12)N1CCC(CC1)N(C(OC(C)(C)C)=O)C)C)OCC1=CC=CC=C1 tert-Butyl (1-(3-(2,6-bis(benzyloxy)pyridin-3-yl)-1-methyl-1H-indazol-6-yl)piperidin-4-yl)(methyl)carbamate